BrC=1C=C2C=CNC(C2=C(C1)F)=O 6-bromo-8-fluoro-2H-isoquinolin-1-one